3-cyclopropyl-6-hydroxy-N-(2-methylpropyl)-7,8-dihydro-6H-cyclopenta[g]isoquinoline-5-sulfonamide C1(CC1)C=1N=CC=2C=C3C(=C(C2C1)S(=O)(=O)NCC(C)C)C(CC3)O